C(C)[C@H]1[C@H]2N(CC=3C=C(C(=CC13)OC)OC)CCC=1C=C(C(=CC12)OC)OC (13R,13aR)-13-ethyl-2,3,10,11-tetramethoxy-5,6,7,8,13,13a-hexahydroisoquinolino[2,1-b]isoquinoline